tert-butyl N-[(3R)-7-(5-tert-butyl-1,3,4-oxadiazol-2-yl)-8-fluoro-1-methylimino-1,4-dioxo-5-[[4-(trifluoromethoxy)phenyl]methyl]-2,3-dihydro-1λ6,5-benzothiazepin-3-yl]carbamate C(C)(C)(C)C1=NN=C(O1)C=1C(=CC2=C(N(C([C@H](CS2(=O)=NC)NC(OC(C)(C)C)=O)=O)CC2=CC=C(C=C2)OC(F)(F)F)C1)F